FC=1C=C(COC2=CC=C(C=C2)C=2N=C(N3C2C(=NC=C3)C)[C@H]3N(CCCC3)C(C=C)=O)C=CC1 (S)-1-(2-(1-(4-((3-fluorobenzyl)oxy)phenyl)-8-methylimidazo[1,5-a]pyrazin-3-yl)piperidin-1-yl)prop-2-en-1-one